COC1=CC=2N(C=C1)C(=CN2)C(=O)NC2=C(C=CC(=C2)C2=NOC(=N2)CC2COC2)C 7-Methoxy-N-[2-methyl-5-[5-(oxetan-3-ylmethyl)-1,2,4-oxadiazol-3-yl]phenyl]imidazo[1,2-a]pyridine-3-carboxamide